NC=1SC=C(N1)C=1N=NN(C1)[C@@H]1[C@H]([C@@H](O[C@@H]([C@@H]1O)CO)C1=NN=CN1C1=CC2=C(N=C(S2)C)C=C1)O 6-{3-{3-[4-(2-Aminothiazol-4-yl)-1H-1,2,3-triazol-1-yl]-3-deoxy-β-D-galactopyranosyl}-4H-1,2,4-triazol-4-yl}-2-methylbenzothiazole